O=C1NC(CCC1N1C(C2=CC=C(C=C2C1=O)NCCNC(CN1CCC(CC1)N(C1=NC=CC=C1)C)=O)=O)=O N-(2-((2-(2,6-dioxopiperidin-3-yl)-1,3-dioxoisoindolin-5-yl)amino)ethyl)-2-(4-(methyl(pyridin-2-yl)amino)piperidin-1-yl)acetamide